(R)-N-(1-(3,4-dichlorophenyl)-4,5-dihydro-1H-pyrazol-3-yl)morpholine-2-carboxamide hydrogen chloride Cl.ClC=1C=C(C=CC1Cl)N1N=C(CC1)NC(=O)[C@H]1CNCCO1